CN1C2=C(OCC1)C=CC=N2 4-methyl-3,4-dihydro-2H-pyrido[3,2-b][1,4]oxazin